2-[[4-[5-(2-methylprop-1-enyl)-2-(2H-tetrazol-5-yl)phenyl]piperazin-1-yl]methyl]-3H-quinazolin-4-one CC(=CC=1C=CC(=C(C1)N1CCN(CC1)CC1=NC2=CC=CC=C2C(N1)=O)C=1N=NNN1)C